2,2'-Azobis-(2-methyl-propionamidine)-dihydrochloride Cl.Cl.N(=NC(C(=N)N)(C)C)C(C(=N)N)(C)C